3,3'-dichloro-1,1'-biphenyl ClC=1C=C(C=CC1)C1=CC(=CC=C1)Cl